(R*)-benzyl 11,11-difluoro-9-hydroxy-3,4,8,9,10,11-hexahydro-1H-pyrido[4',3':3,4]pyrazolo[1,5-a]azepine-2(7H)-carboxylate FC1(C=2N(CC[C@H](C1)O)N=C1C2CN(CC1)C(=O)OCC1=CC=CC=C1)F |o1:6|